FC1=C(C=CC(=C1)C(F)(F)F)C1=NC(=CC2=C1N=C(N(C2=O)C)C)N2C[C@@H](OCC2)C=2C=NN(C2)C (S)-8-(2-fluoro-4-(trifluoromethyl)phenyl)-2,3-dimethyl-6-(2-(1-methyl-1H-pyrazol-4-yl)morpholino)pyrido[3,4-d]pyrimidin-4(3H)-one